N-(4-(quinolin-2-yl)phenyl)methanesulfonamide N1=C(C=CC2=CC=CC=C12)C1=CC=C(C=C1)NS(=O)(=O)C